N[C@@H]1CC[C@H](CC1)C1(NC=CC(=N1)NC1=C(C=CC=C1)S(=O)(=O)C(C)C)N 2-(trans-4-aminocyclohexyl)-N4-(2-(isopropylsulfonyl)phenyl)pyrimidine-2,4-diamine